N-{[6-(morpholin-4-yl)pyridazin-3-yl]methyl}furo[2,3-d]pyrimidine-5-carboxamide N1(CCOCC1)C1=CC=C(N=N1)CNC(=O)C1=COC=2N=CN=CC21